[(2R,3R,4S,5S,6R)-3,4,5,6-tetraacetoxytetrahydropyran-2-yl]methyl acetate C(C)(=O)OC[C@H]1O[C@@H]([C@H]([C@H]([C@@H]1OC(C)=O)OC(C)=O)OC(C)=O)OC(C)=O